ClC=1C=CC=C2[C@H](CCOC12)NC(=O)NC=1SC=C(N1)C1=CC=C(C=C1)S(=O)(=O)C 1-[(4S)-8-chlorochroman-4-yl]-3-[4-(4-methylsulfonylphenyl)thiazol-2-yl]urea